tetradecyl (Z)-3-((4-imino-4-(octadec-9-en-1-ylamino)butyl)thio)propanoate N(=C(\CCCSCCC(=O)OCCCCCCCCCCCCCC)/NCCCCCCCCC=CCCCCCCCC)/[H]